C1=2C=3CCCC3NC2N=CN=C1C=1CCN(CC1)C(=O)N 4-(7,9,11-triazatricyclo[6.4.0.02,6]dodeca-1(8),2(6),9,11-tetraen-12-yl)-3,6-dihydropyridine-1(2H)-carboxamide